C(C)(C)(C)OC(NCCN)=O (2-aminoethyl)-carbamic acid tert-butyl ester